2-(thiazole-2-yl)but-3-yn-2-ol S1C(=NC=C1)C(C)(C#C)O